4-((2-chloro-6,7-dihydro-5H-cyclopenta[d]pyrimidin-4-yl)amino)benzonitrile ClC=1N=C(C2=C(N1)CCC2)NC2=CC=C(C#N)C=C2